C(C)OC(=O)C=1N=C(C2=CN=CC=C2C1)Cl 1-chloro-2,7-naphthyridine-3-carboxylic acid ethyl ester